(7-bromo-2-chloro-8-fluoroquinazolin-4-yl)-N,3-dimethyl-5,6,7,8-tetrahydro-4H-pyrazolo[1,5-a][1,4]diazepine-2-carboxamide BrC1=CC=C2C(=NC(=NC2=C1F)Cl)C1C=2N(CCCN1)N=C(C2C)C(=O)NC